Bis-(2,6-dichlorobenzoyl)phenylphosphine oxide ClC1=C(C(=O)P(C2=CC=CC=C2)(C(C2=C(C=CC=C2Cl)Cl)=O)=O)C(=CC=C1)Cl